O=C1COC2(CCCN(C2)C(C(C)C2=CC=CC=C2)=O)CCN1CC(=O)OCC1=CC=CC=C1 benzyl 2-(9-oxo-2-(2-phenylpropanoyl)-7-oxa-2,10-diazaspiro[5.6]dodecan-10-yl)acetate